tris-[2-(methacryloyloxy)ethyl]isocyanuric acid C(C(=C)C)(=O)OCCN1C(N(C(N(C1=O)CCOC(C(=C)C)=O)=O)CCOC(C(=C)C)=O)=O